C(C)N1N=C(C=2C(N(C=CC21)CC(F)(F)F)=O)NC(OC(C)(C)C)=O Tert-butyl (1-ethyl-4-oxo-5-(2,2,2-trifluoroethyl)-4,5-dihydro-1H-pyrazolo[4,3-c]pyridin-3-yl)carbamate